methyl 3-(azepan-1-yl)-5-(cyclopropanecarbonylamino)pyrazine-2-carboxylate N1(CCCCCC1)C=1C(=NC=C(N1)NC(=O)C1CC1)C(=O)OC